(1R)-1-[3-(difluoromethyl)-2-fluorophenyl]ethane-1-amine hydrochloride Cl.FC(C=1C(=C(C=CC1)[C@@H](C)N)F)F